C1(=CC(=CC=C1)C=1N(C2SC3=C(N2C1)C=CC=C3)CCCN(CC)CC)C3=CC=CC=C3 2-([1,1'-biphenyl]-3-yl)-N-(3-(diethylamino)propyl)benzo[d]imidazo[2,1-b]thiazole